ethyl 3-((tert-butyldimethylsilyl)oxy)-2-(4-((S)-3,3-dicyclopropyl-2-(1-isopropyl-1H-pyrazole-5-carboxamido)propanamido)-3-fluorophenyl)propanoate [Si](C)(C)(C(C)(C)C)OCC(C(=O)OCC)C1=CC(=C(C=C1)NC([C@H](C(C1CC1)C1CC1)NC(=O)C1=CC=NN1C(C)C)=O)F